CC1=CC=C(C=2C3=CC=CC=C3NC12)C 1,4-dimethylcarbazole